(±)-4-pentanolide C1(CC[C@@H](C)O1)=O |r|